FC1=C(C=CC=C1)C=1C=C2N(N=CC=C2O)C1 6-(2-fluorophenyl)pyrrolo[1,2-b]pyridazin-4-ol